NC1=C(C=C(C=C1)C=1SC=CC1)NC(OCC1=NC=CC=C1)=O Pyridin-2-ylmethyl (2-amino-5-(thiophen-2-yl)phenyl)carbamate